6-chloro-2-(3-(1-cyclopentylpiperidin-4-yl)-1-oxo-2,8-diazaspiro[4.5]dec-2-en-8-yl)-7-methyl-8-nitro-4H-benzo[e][1,3]thiazin-4-one ClC=1C(=C(C2=C(C(N=C(S2)N2CCC3(CC(=NC3=O)C3CCN(CC3)C3CCCC3)CC2)=O)C1)[N+](=O)[O-])C